FC1=C(CC(C(=O)N)C2=NC=C(C=C2)C2=C(C=C(C=C2)OCCN2C[C@@H]3[C@H](C2)COC3)C)C=CC=C1 (2-fluorobenzyl)-2-(5-(2-methyl-4-(2-((3aR,6aS)-tetrahydro-1H-furo[3,4-c]pyrrol-5(3H)-yl)ethoxy)phenyl)pyridin-2-yl)acetamide